4-(3,3-difluoro-4,4-dimethyl-pyrrolidin-1-yl)-2-(2,4-dimethoxypyrimidin-5-yl)pyrazolo[4,3-c]pyridine-7-carbonitrile FC1(CN(CC1(C)C)C1=NC=C(C=2C1=CN(N2)C=2C(=NC(=NC2)OC)OC)C#N)F